N-(3-chloro-5-(methylsulfonamido)phenyl)-1-(3-((3-cyanobenzyl)oxy)-5-fluoropyridin-2-yl)-1H-pyrazole-4-carboxamide ClC=1C=C(C=C(C1)NS(=O)(=O)C)NC(=O)C=1C=NN(C1)C1=NC=C(C=C1OCC1=CC(=CC=C1)C#N)F